[C@@H]12N(CCN[C@@H]2CC1)C(=O)OCC1=CC=C(C=C1)Cl 4-Chlorobenzyl (1R,6R)-2,5-diazabicyclo[4.2.0]octane-2-carboxylate